1-(3,5-dichlorophenyl)-2-methyl-piperazine dihydrochloride Cl.Cl.ClC=1C=C(C=C(C1)Cl)N1C(CNCC1)C